O=C1C=CC(=CN1)C=O 6-oxo-1H-pyridine-3-carboxaldehyde